2,4-difluoro-benzoic acid methyl ester COC(C1=C(C=C(C=C1)F)F)=O